C(=C)C1=CC=C(CN2C=[N+](C3=C2C=CC=C3)CCCS(=O)(=O)[O-])C=C1 3-(1-(4-vinylbenzyl)-1H-benzo[d]imidazole-3-ium-3-yl)propane-1-sulfonate